(S)-11-(3-chloro-4-fluorophenyl)-3-methoxy-10-(trifluoromethyl)-3,4-dihydro-2H,6H-[1,4]thiazepino[2,3,4-ij]quinazoline-6,8(7H)-dione ClC=1C=C(C=CC1F)C1=C(C=C2C(NC(N3C2=C1SC[C@H](C3)OC)=O)=O)C(F)(F)F